2,8-dimethyl-4-oxo-6-(trifluoromethyl)-3,4-dihydropyrido[3,4-d]pyrimidine-5-carbonitrile CC=1NC(C2=C(N1)C(=NC(=C2C#N)C(F)(F)F)C)=O